FC(C(=O)O)(F)F.N[C@H]1[C@H](N(CCC1)C1=CC=CC=C1)C1=C(C2=NC(=CC(=C2S1)NCC=1SC=CC1)Cl)Br 2-((2s,3r)-3-amino-1-phenylpiperidin-2-yl)-3-bromo-5-chloro-N-(thiophen-2-ylmethyl)thieno[3,2-b]pyridin-7-amine trifluoroacetate